OC(CC(C)C)SCCNC(CCNC([C@@H](C(COP(OP(OC[C@@H]1[C@H]([C@H]([C@@H](O1)N1C=NC=2C(N)=NC=NC12)O)OP(=O)(O)O)(=O)O)(=O)O)(C)C)O)=O)=O hydroxyisopentyl-CoA